N-(4-hydroxyphenyl)-1,2-dimethyl-1H-pyrrole-3-carboxamide OC1=CC=C(C=C1)NC(=O)C1=C(N(C=C1)C)C